N[C@H](C(=O)O)CC1=CC(=CC=C1)F (S)-2-amino-3-(3-fluorophenyl)propanoic acid